ClC1=C(C(=O)NCC(N2CCC(CC2)OC=2C=3N(C=CN2)N=CC3)C3=C(N=CS3)C(F)F)C(=CC=C1)F 2-Chloro-N-{2-[4-(difluoromethyl)-1,3-thiazol-5-yl]-2-(4-{pyrazolo[1,5-a]pyrazin-4-yloxy}piperidin-1-yl)ethyl}-6-fluorobenzamid